FC1=C(C(=CC(=C1)C)OC[C@@H]1CNCC1)C1=CC(=NN1)NC=1N=CC(=NC1)C#N (S)-5-((5-(2-fluoro-4-methyl-6-(pyrrolidin-3-ylmethoxy)phenyl)-1H-pyrazol-3-yl)amino)pyrazine-2-carbonitrile